(7S,10S,11R)-ethyl 2,3-dimethyl-5,6,7,8,9,10-hexahydro-7,10-methanocyclohepta[b]indole-11-carboxylate CC=1C=C2C3=C(NC2=CC1C)C[C@@H]1CC[C@H]3[C@@H]1C(=O)OCC